5-((5-(1-(2-hydroxy-2-methylpropyl)-4-methyl-1H-indazol-5-yl)-2,6-naphthyridin-3-yl)amino)-3-(piperazin-1-yl)pyridin-2-ol OC(CN1N=CC2=C(C(=CC=C12)C1=C2C=C(N=CC2=CC=N1)NC=1C=C(C(=NC1)O)N1CCNCC1)C)(C)C